CN1CC=C(C=C1)C=1C2=CC=C(N2)C(=C2C=CC(C(=C3C=CC(=C(C=4C=CC1N4)C4=CCN(C=C4)C)N3)C3=CCN(C=C3)C)=N2)C2=CCN(C=C2)C 5,10,15,20-tetra(1-methyl-4-pyridyl)porphyrin